NC1=C(C=C(C(=C1)Cl)Cl)N 1,2-diamino-4,5-dichlorobenzene